C(C)(C)(C)OC(=O)N1[C@H](C[C@H](C1)OC1=C(C=C(C=C1)I)F)C(=O)O (2R,4R)-1-(tert-butoxycarbonyl)-4-(2-fluoro-4-iodophenoxy)pyrrolidine-2-carboxylic acid